(Z)-3-(3-(3-(4-chloro-3,5-dimethylphenoxy)propyl)-1-phenyl-1H-pyrazol-4-yl)acrylic acid ClC1=C(C=C(OCCCC2=NN(C=C2\C=C/C(=O)O)C2=CC=CC=C2)C=C1C)C